(S)-4-(3-((2-(dimethylamino)ethyl)(methyl)amino)-3-(3-(trifluoromethyl)-phenethyl)piperidin-1-yl)-2-fluoro-N-(pyrimidin-4-yl)benzenesulfonamide CN(CCN([C@@]1(CN(CCC1)C1=CC(=C(C=C1)S(=O)(=O)NC1=NC=NC=C1)F)CCC1=CC(=CC=C1)C(F)(F)F)C)C